2-imidazo[1,2-a]pyridin-7-yl-2-methyl-propanenitrile N=1C=CN2C1C=C(C=C2)C(C#N)(C)C